C(C)(C)(C)OC(=O)N1[C@@H](C[C@@H](C1)N(C1=NC(=CC=C1)C1=C(C(=CC=C1)[N+](=O)[O-])OCCCN(C)C)C(=O)OC(C)(C)C)C(=O)O (2S,4S)-1-tert-butoxycarbonyl-4-[tert-butoxycarbonyl-[6-[2-[3-(dimethylamino)propoxy]-3-nitro-phenyl]-2-pyridyl]amino]pyrrolidine-2-carboxylic acid